N-mono(trimethoxysilylpropyl) ethylenediamine pyrazolo[3,4-c]pyridine-6-carboxylate N1=NC=C2C1=CN(C=C2)C(=O)O.CO[Si](OC)(OC)CCCNCCN